3-bromobenzo[4,5]imidazo[1,2-a]pyridine BrC1=CC=2N(C=C1)C1=C(N2)C=CC=C1